pyridinium fluorochromate [Cr](=O)(=O)([O-])F.[NH+]1=CC=CC=C1